8-(2-Hydroxy-3-(3-(piperazin-1-yl)isoxazol-5-yl)phenyl)-2,3-dihydrobenzo[b][1,4]oxazepin-4(5H)-one OC1=C(C=CC=C1C1=CC(=NO1)N1CCNCC1)C=1C=CC2=C(OCCC(N2)=O)C1